NC1=NC(=C(C=2N1C(N(N2)C[C@@H]2N(CCOC2)C)=O)N2C[C@H](O[C@H](C2)C)C)C2=CC=CC=C2 5-amino-8-[(cis)-2,6-dimethylmorpholin-4-yl]-2-[[(3S)-4-methylmorpholin-3-yl]methyl]-7-phenyl-[1,2,4]triazolo[4,3-c]pyrimidin-3-one